tert-butyl (3R,4R)-4-((6-chloropyrazin-2-yl)oxy)-3-methylazepane-1-carboxylate ClC1=CN=CC(=N1)O[C@H]1[C@@H](CN(CCC1)C(=O)OC(C)(C)C)C